(R)-1-(2,5-difluoropyridin-3-yl)ethyl (4-(5-(3-cyano-3-methoxycyclobutane-1-carboxamido)pyrimidin-2-yl)-1-methyl-1H-pyrazol-5-yl)carbamate C(#N)C1(CC(C1)C(=O)NC=1C=NC(=NC1)C=1C=NN(C1NC(O[C@H](C)C=1C(=NC=C(C1)F)F)=O)C)OC